N-(4-(1-aminoethyl)pyridin-2-yl)-1H-indol-5-amine NC(C)C1=CC(=NC=C1)NC=1C=C2C=CNC2=CC1